C(C1=CC=CC=C1)N1CCC(CC1)(C(=O)O)CC(N(C1=CC=CC=C1)C1=CC=CC=C1)=O Benzyl-4-[2-oxo-2-(N-phenylanilino)ethyl]piperidine-4-carboxylic acid